(R)-6-(2,4-dimethylpiperazin-1-yl)-2-(4,6-dimethylpyrazolo[1,5-a]pyrazin-2-yl)quinazolin-4(3H)-one C[C@H]1N(CCN(C1)C)C=1C=C2C(NC(=NC2=CC1)C1=NN2C(C(=NC(=C2)C)C)=C1)=O